C(C1=CC=CC=C1)OC1CCC(CC1)C(=O)O 4-(benzyloxy)cyclohexane-1-carboxylic acid